FC(CN1C(=NC2=C1C=C(C=C2)C=2C=CN1N=C(N=C(C12)OC)N[C@@H]1CN(C[C@@H]1F)C)C)F 5-(1-(2,2-Difluoroethyl)-2-methyl-1H-benzo[d]imidazol-6-yl)-N-((3R,4S)-4-fluoro-1-methylpyrrolidin-3-yl)-4-methoxypyrrolo[2,1-f][1,2,4]triazin-2-amine